NC=1N=C(SC1C(C1=CC=C(C=C1)C#N)=O)N(C1=CC=C(C=C1)F)[C@@H](C(=O)N)C (R)-2-(N-[4-amino-5-(4-cyanobenzoyl)thiazol-2-yl]-4-fluoro-anilino)propanamide